ClC=1C=C(C=CC1)NC(=O)NC1=CC(=CC(=C1)Cl)Cl 1-(3-chlorophenyl)-3-(3,5-dichlorophenyl)urea